C12(CC3CC(CC(C1)C3)C2)NCCN2CCN(CCC2)CCSC2=C3CN(C(C3=CC=C2)=O)C2C(NC(CC2)=O)=O 3-(4-((2-(4-(2-(adamantan-1-ylamino)ethyl)-1,4-diazepan-1-yl)ethyl)thio)-1-oxoisoindolin-2-yl)piperidine-2,6-dione